C(CC)(=O)OCCC 2-methylethyl propionate